N[C@H]1CN(C[C@@H](C1)F)C(=O)C1=CC2=C(N(C(=N2)C2=CC=3C=4N2C(CN(C4C=CC3)CCC(=O)N)CC)C)C(=C1)OC 3-(5-(5-((3R,5R)-3-amino-5-fluoropiperidine-1-carbonyl)-7-methoxy-1-methyl-1H-benzo[d]imidazol-2-yl)-3-ethyl-2,3-dihydro-1H-pyrrolo[1,2,3-de]quinoxalin-1-yl)propanamide